Methyl (1r,4r)-4-(5-(6-(5-cyano-1H-pyrrolo[2,3-b]pyridin-1-yl)-4-((methyl-d3)Amino)pyridin-3-yl)-1,3,4-thiadiazol-2-yl)cyclohexane-1-carboxylate C(#N)C=1C=C2C(=NC1)N(C=C2)C2=CC(=C(C=N2)C2=NN=C(S2)C2CCC(CC2)C(=O)OC)NC([2H])([2H])[2H]